OC1[C@H](CC[C@H]1C1=CC(=C(C=C1/C=C/C(=O)N)O)O)C1=CC(=C(C=C1/C=C/C(=O)N)O)O (1R,2R,3S)-2-hydroxycyclopentane-1,3-dicaffeamide